tert-butyl 6-(methoxy (methyl) carbamoyl)-2-azaspiro[3.3]heptane-2-carboxylate CON(C(=O)C1CC2(CN(C2)C(=O)OC(C)(C)C)C1)C